2-methyl-6-(methylsulfanyl)-pyrazine CC1=NC(=CN=C1)SC